N-(3-{2-[3-(difluoromethoxy)phenoxy]acetamido}bicyclo[1.1.1]pentan-1-yl)acetamide FC(OC=1C=C(OCC(=O)NC23CC(C2)(C3)NC(C)=O)C=CC1)F